tert-butyl 7-(8-(2-(((tert-butyldimethylsilyl)oxy)methyl)thieno[3,2-b]pyridin-7-yl)-6-chloro-3,4-dihydroquinolin-1(2H)-yl)-1-azaspiro[4.4]nonane-1-carboxylate [Si](C)(C)(C(C)(C)C)OCC1=CC2=NC=CC(=C2S1)C=1C=C(C=C2CCCN(C12)C1CC2(CCCN2C(=O)OC(C)(C)C)CC1)Cl